2-chloro-5-({[cis-(4-hydroxycyclohexyl)carbonyl]amino}methyl)-N-{1-[4-(trifluoromethyl)phenyl]-1H-indazol-4-yl}benzamide ClC1=C(C(=O)NC2=C3C=NN(C3=CC=C2)C2=CC=C(C=C2)C(F)(F)F)C=C(C=C1)CNC(=O)[C@@H]1CC[C@@H](CC1)O